(±)-2-methylbutyl p-toluenesulfonate CC1=CC=C(C=C1)S(=O)(=O)OC[C@@H](CC)C |r|